(RS)-BOC-1,3-dihydro-2H-isoindole C(=O)(OC(C)(C)C)[C@@H]1NCC2=CC=CC=C12 |r|